1-[5-ethylsulfonyl-6-[5-[N-ethyl-S-(trifluoromethyl)sulfonimidoyl]-1-methyl-benzimidazol-2-yl]-3-pyridyl]cyclopropane-carbonitrile C(C)S(=O)(=O)C=1C=C(C=NC1C1=NC2=C(N1C)C=CC(=C2)S(=O)(=NCC)C(F)(F)F)C2(CC2)C#N